[3-[3,5-di-tert-butyl-4-hydroxyphenyl]propionyl]propionohydrazide C(C)(C)(C)C=1C=C(C=C(C1O)C(C)(C)C)CCC(=O)C(C(=O)NN)C